FC=1C=CC(=NC1)C1=CN=C(O1)NC1=CC=C(N=N1)C(=NO)N 6-((5-(5-fluoropyridin-2-yl)oxazol-2-yl)amino)-N'-hydroxypyridazine-3-carboxamidine